The molecule is an indole alkaloid that is canthin-6-one substituted by a hydroxy group at position 9. Isolated from the roots of Eurycoma longifolia, it exhibits antineoplastic activity. It has a role as a metabolite and an antineoplastic agent. It is an indole alkaloid and an organic heterotetracyclic compound. It derives from a canthin-6-one. C1=CC2=C3C=CNC4=C3N(C2=CC1=O)C(=O)C=C4